C(C)(C)(C)OC(N[C@H]1C[C@@H](CC1)N1C2=C3C=CN(C3=NC=C2N(C1=O)C)S(=O)(=O)C1=CC=CC=C1)=O.FC1C(C1(C)C)(F)F trifluorodimethyl-cyclopropane tert-Butyl-N-[(1R,3R)-3-[10-(benzenesulfonyl)-5-methyl-4-oxo-3,5,8,10-tetrazatricyclo[7.3.0.02,6]dodeca-1,6,8,11-tetraen-3-yl]cyclopentyl]carbamate